C1(=CC=CC=C1)P(=O)(C1=CC=CC=C1)CC(=O)C1=CC=C(C=C1)OC (diphenylphosphoryl)-1-(4-methoxyphenyl)ethan-1-one